CN(CCCC/C(=C/CC/C(=C/C[Li])/C)/C)C ((2E,6E)-11-(Dimethylamino)-3,7-dimethylundeca-2,6-dien-1-yl)lithium